FC1=C(C=CC=C1C=C)[N+](=O)[O-] 2-fluoro-1-nitro-3-vinylbenzene